CO[Si](CCC(=O)[O-])(OC)OC 3-(trimethoxysilyl)propanoate